C(C)(C)(C)OC(=O)N1CC2=NNC=C2C1C 4-methyl-2,6-dihydropyrrolo[3,4-c]pyrazole-5(4H)-carboxylic acid tert-butyl ester